(R)-2-(((1-(naphthalen-1-yl)ethyl)amino)methyl)-4H-chromen-4-one C1(=CC=CC2=CC=CC=C12)[C@@H](C)NCC=1OC2=CC=CC=C2C(C1)=O